C(=C)C1=CC=C(C=C1)C=1C=CC=2NC3=CC=CC=C3C2C1 3-(4-vinylphenyl)-carbazole